COC1=NC=C(C(=N1)OC)C=1C=C(C=2N(N1)C=CN2)[C@@H]2[C@H](C2)C=2C=C(C#N)C=C(C2)F 3-[(1S,2S)-2-[6-(2,4-dimethoxypyrimidin-5-yl)imidazo[1,2-b]pyridazin-8-yl]cyclopropyl]-5-fluoro-benzonitrile